C(C)(C)(C)C1N(CCC1N)C1=CC=C2C(=N1)OCC=1C=C(C=CC12)C1=CN=NC(=C1)OC tert-butyl-1-[8-(6-methoxypyridazin-4-yl)-6H-isochromeno[3,4-b]pyridin-3-yl]pyrrolidin-3-amine